C(CC)OC(C(=O)[O-])CC.C(C)OC(C)=O.[Al+3].C(C)(C)(C)P(C1=C(C(=CC=C1OC)OC)C1=C(C=C(C=C1C(C)C)C(C)C)C(C)C)C(C)(C)C.C(CC)OC(C(=O)[O-])CC.C(CC)OC(C(=O)[O-])CC di-tert-butyl(2',4',6'-triisopropyl-3,6-dimethoxy[biphenyl]-2-yl)phosphine aluminum ethylacetate n-propoxy(ethylacetate)